FC1=C2C=CNC2=CC(=C1OC=1C=CC(=C(C1)C1=NC(=C2N1C=CC=C2)C(C)C=2C(=C(C=CC2)/C=C/C(=O)OCC)F)F)F Ethyl (E)-3-(3-(1-(3-(5-((4,6-difluoro-1H-indol-5-yl)oxy)-2-fluorophenyl)imidazo[1,5-a]pyridin-1-yl)ethyl)-2-fluorophenyl)acrylate